tert-butyl 4-[3-[[(1R)-1-(3,4-dimethoxyphenyl)ethyl]carbamoyl]-4-(3-hydroxypropyl)phenyl]piperazine-1-carboxylate COC=1C=C(C=CC1OC)[C@@H](C)NC(=O)C=1C=C(C=CC1CCCO)N1CCN(CC1)C(=O)OC(C)(C)C